(6-bromopyridin-3-yl)propionamide BrC1=CC=C(C=N1)C(C(=O)N)C